O1C=CC(C1=O)=O furan-4,5-dione